Boc-L-citrulline C(=O)(OC(C)(C)C)N[C@@H](CCCNC(=O)N)C(=O)O